C(#N)C=1C=C(C=CC1)CN1C2=CC=CC(=C2C=2C(=CC=CC12)OCC(=O)O)C(N)=O {9-[(3-cyanophenyl)methyl]-5-carbamoylcarbazol-4-yl}oxyacetic acid